FC(C(=O)O)(F)F.C1(CCCC1)C=1C=NC=2N(C1)C(=C(N2)C2=NC(=NN2)C(F)(F)F)C2=CN=CN2 5-[6-cyclopentyl-3-(1H-imidazol-5-yl)imidazo[1,2-a]pyrimidin-2-yl]-3-(trifluoromethyl)-1H-1,2,4-triazole, trifluoroacetic acid salt